1-(4-methylbenzyl)-1H-indazole-3-carboxylic acid CC1=CC=C(CN2N=C(C3=CC=CC=C23)C(=O)O)C=C1